2-[(5-bromo-2-chloropyrrolo[2,3-d]pyrimidin-7-yl)methoxy]ethyl-trimethylsilane BrC1=CN(C=2N=C(N=CC21)Cl)COCC[Si](C)(C)C